2-(((R)-1-cyclopropylethyl)amino)-6-(trifluoromethyl)pyrimidin C1(CC1)[C@@H](C)NC1=NC(=CC=N1)C(F)(F)F